phenyl (8-fluoro-2-methylimidazo[1,2-a]pyridin-6-yl)carbamate FC=1C=2N(C=C(C1)NC(OC1=CC=CC=C1)=O)C=C(N2)C